tert-butyl 4-[5-chloro-7-(7-fluoro-2-methylindazol-5-yl)-1,8-naphthyridin-3-yl]-2-methylpiperazine-1-carboxylate ClC1=C2C=C(C=NC2=NC(=C1)C1=CC2=CN(N=C2C(=C1)F)C)N1CC(N(CC1)C(=O)OC(C)(C)C)C